FC=1C=NC(=NC1)C=1C(=C(C=CC1)NC1=C(N=NC=C1)C(=O)NC([2H])([2H])[2H])OC ((3-(5-fluoropyrimidin-2-yl)-2-methoxyphenyl)amino)-N-(methyl-d3)pyridazine-3-carboxamide